(E)-1-phenyl-2-bromoethylene C1(=CC=CC=C1)\C=C\Br